C(C=C)(=O)N1CCC(CC1)OC1=CC=C(C=C1)[C@H](C)NC=1N=CC2=C(N1)N(C(C=C2)=O)[C@H](C(C)C)C 2-{(S)-1-[4-(1-propenoyl-piperidin-4-yloxy)-phenyl]-ethylamino}-8-((S)-1,2-dimethyl-propyl)-8H-pyrido[2,3-d]pyrimidin-7-one